L-alanine 3,3'-((8-((1-((3-(1H-imidazol-1-yl)propyl)amino)-4-((3-(dec-2-yn-1-yloxy)-3-oxopropyl)thio)-1-oxobutan-2-yl)amino)-8-oxooctane-1,3-diyl)bis(sulfanediyl))dipropionate N1(C=NC=C1)CCCNC(C(CCSCCC(=O)OCC#CCCCCCCC)NC(CCCCC(CCSCCC(=O)O)SCCC(=O)O)=O)=O.N[C@@H](C)C(=O)O